2-(2-(2-(((S)-1-((2S,4R)-4-hydroxy-2-((4-(4-methylthiazol-5-yl)benzyl)carbamoyl)pyrrolidin-1-yl)-3,3-dimethyl-1-oxobutan-2-yl)amino)-2-oxoethoxy)ethoxy)ethyl 4-methylbenzenesulfonate CC1=CC=C(C=C1)S(=O)(=O)OCCOCCOCC(=O)N[C@H](C(=O)N1[C@@H](C[C@H](C1)O)C(NCC1=CC=C(C=C1)C1=C(N=CS1)C)=O)C(C)(C)C